5-cyclopropyl-6-(3-methylimidazo[4,5-c]pyridin-7-yl)pyrazine-2-carboxamide C1(CC1)C=1N=CC(=NC1C=1C2=C(C=NC1)N(C=N2)C)C(=O)N